(2-Cyclopropyl-pyridin-4-yl)-N'-(1-methyl-cyclopropyl)-6-(6-trifluoromethyl-pyridin-2-yl)-[1,3,5]triazine-2,4-diamine C1(CC1)C1=NC=CC(=C1)NC1=NC(=NC(=N1)NC1(CC1)C)C1=NC(=CC=C1)C(F)(F)F